4-(2-((2S,3R)-3-hydroxy-2,3-dimethylazetidin-1-yl)-6,7-dihydro-5H-cyclopenta[d]pyrimidin-4-yl)benzamide O[C@]1([C@@H](N(C1)C=1N=C(C2=C(N1)CCC2)C2=CC=C(C(=O)N)C=C2)C)C